2-{3-[(1,4-Dioxolan-2-yl)methoxy]pyridin-4-yl}-3-(3-fluoro-2-methoxyanilino)-1,5,6,7-tetrahydro-4H-pyrrolo[3,2-c]pyridin-4-one O1C(COC1)COC=1C=NC=CC1C1=C(C=2C(NCCC2N1)=O)NC1=C(C(=CC=C1)F)OC